COCC1=C(C=CC=C1)[C@H]1N(CC[C@H](C1)C(F)(F)F)S(=O)(=O)C1=CC=C(C)C=C1 (2S,4R)-2-(2-(methoxymethyl)phenyl)-1-tosyl-4-(trifluoromethyl)piperidine